C(CCCCCCC)OC(CCC1=CC(=C(C(=C1)C(C)(C)C)O)N1N=C2C(=N1)C=CC=C2)=O 3-(2H-benzotriazolyl)-5-(1,1-dimethylethyl)-4-hydroxy-benzenepropionic acid octyl ester